OCCOCCOC1=C(C2=CC=CC=C2C=C1)C1=C(C=CC2=CC=CC=C12)OCCOCCO 2,2'-bis[2-(2-hydroxyethoxy)ethoxy]-1,1'-binaphthyl